ClC=1C=NC(=NC1)CC(=O)[O-] 2-(5-chloropyrimidin-2-yl)acetate